2-(2-(Ethylthio)imidazo[1,2-a]pyridin-3-yl)-3-methyl-6-(trifluoromethyl)-3H-imidazo[4,5-b]pyridine C(C)SC=1N=C2N(C=CC=C2)C1C1=NC=2C(=NC=C(C2)C(F)(F)F)N1C